C(C)(C)(C)C1=CN=C(O1)[C@H]1C[C@H](CC1)C1=CC(=NN1)N 5-((1S,3R)-3-(5-(tert-butyl)oxazol-2-yl)cyclopentyl)-1H-pyrazol-3-amine